ClCC(C[Si](OC)(OC)OC)C1=CC=CC=C1 ((chloromethyl)phenylethyl)-trimethoxysilane